CC1=C(C=NO1)C=1C=CC=2N(N1)C(=CN2)C2=CC=CC(=N2)N2CC1(CCC1)CC2 N-(6-(6-(5-methylisoxazol-4-yl)imidazo[1,2-b]pyridazin-3-yl)pyridin-2-yl)-6-azaspiro[3.4]octan